C(C1=CC=CC=C1)NC(C(C(=O)O)COC)=O 3-(benzylamino)-2-(methoxymethyl)-3-oxo-propionic acid